ethyl 4-bromo-1,3,5-trimethyl-pyrrole-2-carboxylate BrC=1C(=C(N(C1C)C)C(=O)OCC)C